C1(CCCCC1)C1=CN=C(S1)N1C([C@H]2N(CCN(C2)C#N)CC1)=O (S)-8-(5-Cyclohexylthiazol-2-yl)-9-oxo-hexahydro-1H-pyrazino[1,2-a]pyrazine-2(6H)-carbonitrile